C1(=CC=CC=C1)NC1=NC2=C3N(C(N(C3=N1)C1CCCCC1)=O)CCC2 2-Phenylamino-4-cyclohexyl-8,9-dihydro-7H-pyrido[1,2,3-gh]purin-5(4H)-one